Methylmannose CC(=O)[C@@H](O)[C@@H](O)[C@H](O)[C@H](O)CO